C(C)(=O)NC=1C=C(C(=NC1)NCC=1SC(=CC1)C=1C=C2C(=NC=NC2=CC1)N)C(=O)NCC1=CC(=C(C=C1)F)F 5-(acetylamino)-2-({[5-(4-aminoquinazolin-6-yl)thiophen-2-yl]methyl}amino)-N-(3,4-difluorobenzyl)pyridine-3-carboxamide